dibromo ether BrOBr